C(C1=CC=CC=C1)N1C=CC2=CC(=CC=C12)NC1=NC=NC2=CC=CC=C12 (1-Benzyl-1H-indol-5-yl)-quinazolin-4-yl-amine